OC1=C2C=CC(=CC2=CC=C1)C(=O)O 5-hydroxy-2-naphthalenecarboxylic acid